3-(tert-butyl)-N-(2-(2-(2,2-difluorocyclopropane-1-carboxamido)pyridin-4-yl)-6,7,8,9-tetrahydro-5H-benzo[7]annulen-5-yl)-1,2,4-oxadiazole-5-carboxamide C(C)(C)(C)C1=NOC(=N1)C(=O)NC1CCCCC2=C1C=CC(=C2)C2=CC(=NC=C2)NC(=O)C2C(C2)(F)F